C(C)(=O)OCC=1C(CC2=C(C3C4C=CC(C=C3C(CC21)(C#N)C#N)C4)COC(C)=O)=O (10,10-Dicyano-2-Oxo-3,4A,5,8,10,11-Hexahydro-2H-5,8-Methanocyclopenta[B]Heptalene-1,4-Diyl)Bis(Methylene) Diacetate